2-(2-(2-oxo-2-((2,4,6-trimethyl-benzyl)oxy)ethoxy)ethoxy)acetic acid O=C(COCCOCC(=O)O)OCC1=C(C=C(C=C1C)C)C